tert-Butyl-(S,E)-2-((3-(7-amino-7-oxo-2-((((tetrahydro-2H-pyran-4-yl)methoxy)carbonyl)amino)hept-5-enamido)-2-oxopyridin-1(2H)-yl)methyl)-4-neopentyl-1H-benzo[d]imidazol-1-carboxylat C(C)(C)(C)OC(=O)N1C(=NC2=C1C=CC=C2CC(C)(C)C)CN2C(C(=CC=C2)NC([C@H](CC\C=C\C(=O)N)NC(=O)OCC2CCOCC2)=O)=O